[C@H](C)(CC)[C@@H]1N(CC2=C(NC1=O)C=CC=C2)/C(/N)=N/S(=O)(=O)C (S,E)-3-((S)-sec-butyl)-N'-(methylsulfonyl)-2-oxo-1,2,3,5-tetrahydro-4H-benzo[e][1,4]diazepine-4-carboximidamide